FC=1C(=C(C=C(C1)C(C)C)[C@@H](C(=O)O)N1C[C@@H](CC1)OCCCCC[C@@H]1NC2=NC=CC=C2CC1)OC (S)-2-(3-fluoro-5-isopropyl-2-methoxyphenyl)-2-((R)-3-((5-((S)-1,2,3,4-tetrahydro-1,8-naphthyridin-2-yl)pentyl)oxy)pyrrolidin-1-yl)acetic acid